CS(=O)(=O)O.CS(=O)(=O)O.C(C(C)C)N1C(=NC=2C1=NC=CC2)N 3-isobutyl-imidazo[4,5-b]pyridin-2-ylamine di-methanesulfonate